propyl-oxirane C(CC)C1OC1